O=C1NC(CCC1N1C(C2=CC=CC(=C2C1=O)SCCCOCCCI)=O)=O 2-(2,6-dioxopiperidin-3-yl)-4-(3-(3-iodopropoxy)propylthio)isoindoline-1,3-dione